FC1(C=2N(CCC1)N=C(C2)N=C=S)F 4,4-difluoro-2-isothiocyanato-4,5,6,7-tetrahydropyrazolo[1,5-a]pyridine